BrC1=NC=CC(=C1[N+](=O)[O-])Br 2,4-dibromo-3-nitropyridine